C(C)(C)(C)N1N=C(C(=C1)N)C1=CC=CC=C1 1-(tert-butyl)-3-phenyl-1H-pyrazole-4-amine